COC=1C=C(C(=O)N=S(C2=NC=CC=C2)(=O)C)C=CC1C1=NOC(=N1)C(F)(F)F 3-methoxy-N-(methyl(oxo)(pyridin-2-yl)-λ6-sulfaneylidene)-4-(5-(trifluoromethyl)-1,2,4-oxadiazol-3-yl)benzamide